2-bromo-N-(5-((3-cyano-5-fluoropyridin-2-yl)oxy)pyridin-2-yl)propanamide BrC(C(=O)NC1=NC=C(C=C1)OC1=NC=C(C=C1C#N)F)C